2,3,5-triphenyltetrazolium sodium chloride [Cl-].[Na].C1(=CC=CC=C1)N1[NH2+]C(=NN1C1=CC=CC=C1)C1=CC=CC=C1